1-(4-((tert-butoxycarbonyl)amino)benzyl)-4-oxo-4,5,6,7-tetrahydro-1H-indole-2-carboxylic acid C(C)(C)(C)OC(=O)NC1=CC=C(CN2C(=CC=3C(CCCC23)=O)C(=O)O)C=C1